N1C(=CC=C1)CC(=O)C1=CC=CC=C1 azolyl-acetophenone